N-octyl-2-pyrrolidinone C(CCCCCCC)N1C(CCC1)=O